Cl.NC1CC(C1)NC=C1C(CC(CC1=O)C1=CC=CC=C1)=O 2-(((3-aminocyclobutyl)amino)methylene)-5-phenylcyclohexane-1,3-dione hydrochloride